tert-butyl 6-((2,4-dimethyl-6-(trifluoromethyl)pyridin-3-yl)sulfonyl)-2,6-diazaspiro[3.3]heptane-2-carboxylate CC1=NC(=CC(=C1S(=O)(=O)N1CC2(CN(C2)C(=O)OC(C)(C)C)C1)C)C(F)(F)F